5-[(3,5-dichloropyridin-4-yl)sulfanyl]-N-{4-[3-(dimethylamino)propoxy]phenyl}-1,3,4-thiadiazole-2-carboxamide ClC=1C=NC=C(C1SC1=NN=C(S1)C(=O)NC1=CC=C(C=C1)OCCCN(C)C)Cl